OCC(C(=O)N/C(/C(=O)OCC)=N/O)(C)C ethyl (E)-2-(3-hydroxy-2,2-dimethylpropanamido)-2-(hydroxyimino)acetate